FC=1C(=C2CCN(C2=CC1)[C@H]1C(NC(CC1)=O)=O)N1CCC(CC1)N(C(OC(C)(C)C)=O)C tert-butyl N-[1-[5-fluoro-1-[(3R)-2,6-dioxo-3-piperidyl]indolin-4-yl]-4-piperidyl]-N-methylcarbamate